2-(4-oxo-1-(4-(tri-fluoromethyl)phenyl)-1,4-dihydroquinazolin-3(2H)-yl)acetamide O=C1N(CN(C2=CC=CC=C12)C1=CC=C(C=C1)C(F)(F)F)CC(=O)N